ClCCS(=O)(=O)C 1-chloro-2-(methylsulfonyl)ethane